O=C1NC(CCC1N1C(C2=CC=C(C=C2C1=O)N1CCN(CC1)CCOCC=O)=O)=O 2-(2-(4-(2-(2,6-Dioxopiperidin-3-Yl)-1,3-Dioxoisoindolin-5-Yl)Piperazin-1-Yl)Ethoxy)Acetaldehyde